(5-((2'-(5-Fluoroisoindolin-2-yl)-[2,4'-bipyrimidin]-4-yl)ethynyl)-1H-indazol-1-yl)methyl dihydrogen phosphate P(=O)(OCN1N=CC2=CC(=CC=C12)C#CC1=NC(=NC=C1)C1=NC(=NC=C1)N1CC2=CC=C(C=C2C1)F)(O)O